NC1=C(C=C(C(=C1)[2H])F)NC(OC(C)(C)C)=O tert-butyl (2-amino-5-fluorophenyl-4-d)carbamate